[2H]C1=C(C(=O)Cl)C(=C(C(=C1[2H])F)[2H])[2H] 2,3,5,6-tetradeutero-4-fluoro-benzoyl chloride